ClC1=NN2C(N=CC3=C2C(CN3C(=O)OC(C)(C)C)(C(F)(F)F)O[Si](CC)(CC)CC)=C1 tert-butyl 2-chloro-8-((triethylsilyl) oxy)-8-(trifluoromethyl)-7,8-dihydro-6H-pyrazolo[1,5-a]pyrrolo[2,3-e]pyrimidine-6-carboxylate